C(C)(=O)N1CC(C1)(C=C)N1CNN2C(C1=O)=C(C(C=C2)=O)OCC2=CC=CC=C2 3-(1-acetyl-3-vinyl-azetidin-3-yl)-5-benzyloxy-1,2-dihydropyrido[2,1-f][1,2,4]triazine-4,6-dione